CC(CN1C=NC(=C1)C=1C=CC=2N(C1)N=CC2)(N)C dimethyl-2-(4-(pyrazolo[1,5-a]pyridin-6-yl)-1H-imidazol-1-yl)ethan-1-amine